4-(5-(4-fluorophenyl)-6-(tetrahydro-2H-pyran-4-yl)-1,5-dihydropyrrolo[2,3-f]indazol-7-yl)benzoic acid FC1=CC=C(C=C1)N1C(=C(C2=C1C=C1C=NNC1=C2)C2=CC=C(C(=O)O)C=C2)C2CCOCC2